4-(5-ethyl-7-oxo-2-(1-oxaspiro[4.5]dec-7-en-8-yl)-4,7-dihydro-[1,2,4]triazolo[1,5-a]pyrimidin-6-yl)piperazine-1-carboxylic acid tert-butyl ester C(C)(C)(C)OC(=O)N1CCN(CC1)C1=C(NC=2N(C1=O)N=C(N2)C2=CCC1(CCCO1)CC2)CC